4-formyl-5-[(1-methyl-4-piperidyl)amino]furo[2,3-c]pyridine-2-carbonitrile C(=O)C1=C2C(=CN=C1NC1CCN(CC1)C)OC(=C2)C#N